FC1=CC(=C(C=C1)C1=CC(=CC=C1)C=1N(C2=CC=C(C=C2C1)C=O)C(=O)OC(C)(C)C)C1=NN=CN1C tert-Butyl 2-(4'-fluoro-2'-(4-methyl-4H-1,2,4-triazol-3-yl)-[1,1'-biphenyl]-3-yl)-5-formyl-1H-indole-1-carboxylate